2-((2,3-dimethoxyphenethyl)amino)-1-(4-hydroxyphenyl)ethan-1-one hydrogen chloride Cl.COC1=C(CCNCC(=O)C2=CC=C(C=C2)O)C=CC=C1OC